Allyl (1R,5S)-6,6-dimethylbicyclo[3.1.1]hept-2-ene-2-carboxylate CC1([C@H]2CC=C([C@@H]1C2)C(=O)OCC=C)C